2-(2-amino-2-methyl-propoxy)carbonylbenzoate NC(COC(=O)C1=C(C(=O)[O-])C=CC=C1)(C)C